C(#N)N1CC(CC1)NC(C1=CN=C(C=C1)N1CCC(CC1)C1=CC=NC=C1)=O N-(1-cyanopyrrolidin-3-yl)-6-(4-(pyridin-4-yl)piperidin-1-yl)-nicotinamide